C(C(C)C)SC1=NC2=C(C=C(C=C2C(N1C)=O)C)C(C)NC1=C(C(=O)O)C=CC=C1 2-((1-(2-(isobutylthio)-3,6-dimethyl-4-oxo-3,4-dihydro-quinazolin-8-yl)ethyl)amino)benzoic acid